C(C)OC1=CC=CC=2N(C(NC21)=O)C2CCN(CC2)C(=O)NC2=CC=C(C=C2)I 4-(4-Ethoxy-2-oxo-2,3-dihydro-1H-1,3-benzodiazol-1-yl)-N-(4-iodophenyl)piperidine-1-carboxamide